C1(CC1)C(=O)NC1=CC(=C(C(=O)OC)C=C1O)F Methyl 4-(cyclopropanecarboxamido)-2-fluoro-5-hydroxybenzoate